CC1=NN=C(O1)[C@@H]1[C@H](CC1)C=1NC(C2=C(N1)N(N=C2C#N)[C@@H](C)C=2C=NC(=CC2)C(F)(F)F)=O 6-((1S,2S)-2-(5-methyl-1,3,4-oxadiazol-2-yl)cyclobutyl)-4-oxo-1-((S)-1-(6-(trifluoromethyl)-pyridin-3-yl)ethyl)-4,5-dihydro-1H-pyrazolo[3,4-d]pyrimidine-3-carbonitrile